S(C)(=O)(=O)O.C(C(C)C)N1C(=NC=2C1=NC=CC2)N 3-isobutyl-imidazo[4,5-b]pyridin-2-ylamine mesylate